ethyl 4-(chlorosulfonyl)-3-fluoro-1-methyl-1H-pyrrole-2-carboxylate ClS(=O)(=O)C=1C(=C(N(C1)C)C(=O)OCC)F